3-azido-1-(3-chloro-10,11-dihydro-5H-dibenzo[b,f]azepin-5-yl)-propan-1-one N(=[N+]=[N-])CCC(=O)N1C2=C(CCC3=C1C=CC=C3)C=CC(=C2)Cl